2-((4-(2-hydroxypropan-2-yl)-2-(oxetan-3-yloxy)phenyl)amino)-7-((trans)-4-methoxytetrahydrofuran-3-yl)-7H-pyrrolo[2,3-d]pyrimidine-6-carbonitrile OC(C)(C)C1=CC(=C(C=C1)NC=1N=CC2=C(N1)N(C(=C2)C#N)[C@@H]2COC[C@H]2OC)OC2COC2